CCC(CC)OOC(C(CCCCCCC(CCCCCCCC(=O)OOC(CC)CC)NC1CCOCC1)(OC(CC)CC)OC(CC)CC)=O bis(3-pentyloxy)9-((tetrahydro-2H-pyran-4-yl)amino)heptadecanedioic acid bis(3-pentyloxy) ester